N-((1S,3R)-3-((S)-5-(3,5-difluorophenyl)-3-oxo-6,7-dihydro-3H-pyrrolo[2,1-c][1,2,4]triazol-2(5H)-yl)cyclobutyl)-2-fluorobenzamide FC=1C=C(C=C(C1)F)[C@@H]1CCC2=NN(C(N21)=O)C2CC(C2)NC(C2=C(C=CC=C2)F)=O